tert-Butyl (R)-3-(((6-(6-phenoxyhexyl)benzo[d]oxazol-2-yl)amino)methyl)pyrrolidine-1-carboxylate O(C1=CC=CC=C1)CCCCCCC1=CC2=C(N=C(O2)NC[C@@H]2CN(CC2)C(=O)OC(C)(C)C)C=C1